((3-fluoro-3'-methoxy-[1,1'-biphenyl]-4-yl)aminomethyl)cyclopent-1-ene-1-carboxylic acid FC=1C=C(C=CC1NCC1=C(CCC1)C(=O)O)C1=CC(=CC=C1)OC